3,3',5,5'-tetrahydroxystilbene OC=1C=C(C=C(C1)O)C=CC1=CC(=CC(=C1)O)O